(E)-5-((1-methyl-1H-imidazol-5-yl)ethynyl)furan-2-carbaldehyde oxime CN1C=NC=C1C#CC1=CC=C(O1)/C=N/O